2-(Pyrazolo[1,5-a]pyridine-3-carbonyl)-2,7-diazaspiro[4.5]decane-6,8-dione N1=CC(=C2N1C=CC=C2)C(=O)N2CC1(CC2)C(NC(CC1)=O)=O